7-fluoro-2-((1S,3R)-3-(2-(2-fluorophenyl)-6-(1H-1,2,4-triazol-3-yl)-1H-imidazo[4,5-c]pyridin-1-yl)cyclohexyl)-3,4-dihydroisoquinolin-1(2H)-one FC1=CC=C2CCN(C(C2=C1)=O)[C@@H]1C[C@@H](CCC1)N1C(=NC=2C=NC(=CC21)C2=NNC=N2)C2=C(C=CC=C2)F